[4-(5-methyloxazolo[4,5-b]pyridin-2-yl)piperazin-1-yl]-(2-pyrrolidin-1-yl-1,3-benzoxazol-6-yl)methanone CC1=CC=C2C(=N1)N=C(O2)N2CCN(CC2)C(=O)C2=CC1=C(N=C(O1)N1CCCC1)C=C2